NC=1C=2N(C3=CC(=CC=C3N1)C(=O)N(CC1=NC=C(C=C1)C(F)(F)F)CC)N=NN2 4-amino-N-ethyl-N-((5-(trifluoromethyl)pyridin-2-yl)methyl)tetrazolo[1,5-a]quinoxaline-8-carboxamide